C1(CC1)N1N=NC2=C1C=CC(=C2)C2=NC(=NO2)C2=CC=NC=C2 1-cyclopropyl-5-[3-(pyridin-4-yl)-1,2,4-oxadiazol-5-yl]-1H-1,2,3-benzotriazole